C(CC1=CC=CC=C1)N1CC2(C(C1)C(=O)OC)CCN(CC2)C(=O)OC(C)(C)C 8-(tert-butyl) 4-methyl 2-phenethyl-2,8-diazaspiro[4.5]decane-4,8-dicarboxylate